C(#N)C=CC1CC(CCC1)NC(OC(C)(C)C)=O tert-Butyl [3-[2-cyanovinyl]cyclohexyl]carbamate